BrC1=NC=CC(=C1)OC(F)F 2-bromo-4-(difluoromethoxy)pyridine